C(C)(=O)[O-].C(CCCCCCCCCCCCCCC)[N+](C)(C)C monocetyl-trimethyl-ammonium acetate